4-bromo-2-methyl-6H-pyrazolo[4,3-f]quinazoline-7,9-dione BrC=1C=2C(C=3C(NC(NC3C1)=O)=O)=CN(N2)C